O=C1C=2N(C3=CC=CC=C3C1=O)C(=C(N2)C(=O)OCC)C2=CC=CC=C2 ethyl 4,5-dioxo-1-phenyl-4,5-dihydroimidazo[1,2-a]quinoline-2-carboxylate